ClC1=CC=C(C(=N1)C(=O)O)N[C@H](C)C1=C2N=C(C(=NC2=CC(=C1)C)C#N)N1CC(C1)OC (R)-6-chloro-3-((1-(2-cyano-3-(3-methoxyazetidin-1-yl)-7-methylquinoxalin-5-yl)ethyl)amino)picolinic acid